C[C@H]1N(CCNC1=O)C(=O)OCC1=CC=CC=C1 benzyl (2R)-2-methyl-3-oxopiperazine-1-carboxylate